NC1=C2N=CN(C2=NC=N1)C[C@@H](C)OCP(OCCSCCCCCCCCCCCCCC#C[Si](C)(C)C)(O)=O 2-((15-(trimethylsilyl)pentadec-14-yn-1-yl)thio)ethyl hydrogen ((((R)-1-(6-amino-9H-purin-9-yl)propan-2-yl)oxy)methyl)phosphonate